COC(C1=CC=C(C=C1)C1=C(N(C2=CC=C(C=C12)F)C1=CC(=C(C=C1)F)C)C1CCOCC1)=O 4-[5-fluoro-1-(4-fluoro-3-methyl-phenyl)-2-tetrahydropyran-4-yl-indol-3-yl]Benzoic acid methyl ester